4-chloro-2-(4-methylpyrazol-1-yl)pyrimidine ClC1=NC(=NC=C1)N1N=CC(=C1)C